6-(piperazin-1-yl)pyridin-3-ol N1(CCNCC1)C1=CC=C(C=N1)O